(R)-(6-((17-hydroxy-3,6,9,12,15-pentaoxaheptadecyl)oxy)naphthalen-1-yl)(5-methyl-3-(morpholinomethyl)-2,3-dihydro-[1,4]oxazino[2,3,4-hi]indol-6-yl)methanone OCCOCCOCCOCCOCCOCCOC=1C=C2C=CC=C(C2=CC1)C(=O)C1=C(N2C3=C(C=CC=C13)OC[C@H]2CN2CCOCC2)C